OC=1C=C(C=CC1N(C(CC)=O)C)C1=CC=C(C=C1)C(=O)NCC=1C=NC=CC1 3'-hydroxy-4'-(N-methylpropionamido)-N-(pyridin-3-ylmethyl)-[1,1'-biphenyl]-4-carboxamide